trans-tert-butyl-4-[[6-bromo-3-(trifluoromethylsulfanyl) imidazo[1,2-a]pyridine-8-carbonyl]amino]-3,3-difluoro-5-methyl-piperidine-1-carboxylate C(C)(C)(C)OC(=O)N1CC([C@H]([C@@H](C1)C)NC(=O)C=1C=2N(C=C(C1)Br)C(=CN2)SC(F)(F)F)(F)F